C(C)(C)(C)OC(=O)N1S(OCC1C)(=O)=O 4-Methyl-1,2,3-oxathiazolidine-3-carboxylic acid tert-butyl ester 2,2-dioxide